tert-Butyl 3-(3-amino-6-(2-methyl-5-(1,1,1-trifluoro-2,3-dihydroxypropan-2-yl)phenyl)pyrazin-2-yl)azetidine-1-carboxylate NC=1C(=NC(=CN1)C1=C(C=CC(=C1)C(C(F)(F)F)(CO)O)C)C1CN(C1)C(=O)OC(C)(C)C